C(C)(=O)[O-].C(CCCCCC)[NH+]1CC(CC1)C 1-Heptyl-3-Methylpyrrolidinium acetat